(S)-2-((((9H-fluoren-9-yl)methoxy)carbonyl)amino)-3-(2,4-difluoro-5-methoxyphenyl)propanoic acid C1=CC=CC=2C3=CC=CC=C3C(C12)COC(=O)N[C@H](C(=O)O)CC1=C(C=C(C(=C1)OC)F)F